C(C)(C)(C)N1CCN(CC1)C=1C2=C(N=CN1)C=CC(=N2)Cl tert-butyl-4-(6-chloropyrido[3,2-d]pyrimidin-4-yl)piperazine